bis(dodecyl)-d-glutamyl chloride C(CCCCCCCCCCC)N([C@H](CCC(=O)O)C(=O)Cl)CCCCCCCCCCCC